CN1CCC(=CC1)C1=CC=C(C=C1)B1OC(C)(C)C(C)(C)O1 4-(1-methyl-1,2,3,6-tetrahydropyridin-4-yl)phenylboronic acid pinacol ester